F[P-](F)(F)(F)(F)F.C(C)OC(=O)C(C)OC1=C(C=CC=C1)C1(CC(=C(C(=C1)C)[IH+])C)C 4-[(1-ethoxycarbonylethoxy)phenyl]-(2,4,6-trimethylphenyl)iodonium hexafluorophosphate